CC1(CN(C2=CC(=CC=C12)B1OC(C(O1)(C)C)(C)C)C1CC(C1)N1CCCCC1)C 3,3-dimethyl-1-((1s,3s)-3-(piperidin-1-yl)cyclobutyl)-6-(4,4,5,5-tetramethyl-1,3,2-dioxaborolan-2-yl)indoline